(6R)-N'-((1,2,3,5,6,7-hexahydro-s-indacen-4-yl)carbamoyl)-6-(methylamino)-5,6,7,8-tetrahydropyrazolo[5,1-b][1,3]oxazepine-3-sulfonimidamide C1CCC2=C(C=3CCCC3C=C12)NC(=O)N=S(=O)(N)C=1C=NN2C1OC[C@@H](CC2)NC